BrC=1C=C(C=CC1)[C@@H]1NC[C@H](C2(OCCO2)C1)C |r| rac-(6R,9R)-9-(3-Bromophenyl)-6-methyl-1,4-dioxa-8-azaspiro[4.5]decane